4-hydroxypiperidine-1,2-dicarboxylic acid 1-tert-butyl 2-methyl ester COC(=O)C1N(CCC(C1)O)C(=O)OC(C)(C)C